(2S)-4-[[3-[4-(2,4-dioxohexahydropyrimidin-1-yl)-8-isoquinolyl]cyclobutyl]methyl]piperazine-2-carboxylic acid O=C1N(CCC(N1)=O)C1=CN=CC2=C(C=CC=C12)C1CC(C1)CN1C[C@H](NCC1)C(=O)O